1-[5-(2-fluorophenyl)-1-(pyridine-3-sulfonyl)-1H-pyrrol-3-yl]-N-methyl-methylamine monofumarate C(\C=C\C(=O)O)(=O)O.FC1=C(C=CC=C1)C1=CC(=CN1S(=O)(=O)C=1C=NC=CC1)CNC